C(C1=CC=CC=C1)O[C@H]1CN2C(N=C(C3=CC(=C(C(=C23)SC1)C1=C(C=C(C=C1)F)F)C(F)(F)F)N1[C@H](CN(CC1)C(=O)OC(C)(C)C)C)=O tert-butyl (3S)-4-((3S)-3-(benzyloxy)-11-(2,4-difluorophenyl)-6-oxo-10-(trifluoromethyl)-3,4-dihydro-2H,6H-[1,4]thiazepino[2,3,4-ij]quinazolin-8-yl)-3-methylpiperazine-1-carboxylate